3-(6-chloro-5'-(5-chloro-2-methylphenyl)-3'-isopropyl-2,6'-dioxo-5',6'-dihydro-3'H-spiro[indoline-3,4'-pyrrolo[3,4-d]imidazole]-2'-yl)-4-methoxy-N,N-dimethylbenzamide ClC1=CC=C2C(=C1)NC(C21N(C(C=2N=C(N(C21)C(C)C)C=2C=C(C(=O)N(C)C)C=CC2OC)=O)C2=C(C=CC(=C2)Cl)C)=O